2-methoxy-2-methyl-1-(3-trimethoxysilylpropyl)-1-aza-2-silacyclopentane CO[Si]1(N(CCC1)CCC[Si](OC)(OC)OC)C